C12(OCC3=C(C=CC=C13)CC#N)COCC2 2-(4,5-dihydro-2H,3'H-spiro[furan-3,1'-isobenzofuran]-4'-yl)acetonitrile